4-methoxy-5-(2-trimethylsilylethoxymethyl)pyrrolo[3,2-d]pyrimidine-6-carbaldehyde COC=1C2=C(N=CN1)C=C(N2COCC[Si](C)(C)C)C=O